C1(=CC=CC=C1)C1OC2=CC=CC=C2CC1 phenylchroman